sodium isoamyl dithiocarbonate C(SCCC(C)C)([O-])=S.[Na+]